ClC1=C(C=C(C(=C1)F)OC)CCC(C(=O)N)N1C(C2=CC=CC=C2C1=O)=O (2-chloro-4-fluoro-5-methoxyphenylethyl)-2-(1,3-dioxoisoindolin-2-yl)acetamide